3-(6-(4-((4-(((R)-3-((5-chloro-4-(1H-indol-3-yl)pyrimidin-2-yl)amino)Pyrrolidin-1-yl)methyl)piperidin-1-yl)methyl)piperidin-1-yl)-5-fluoro-1-oxoisoindoline-2-yl)piperidine ClC=1C(=NC(=NC1)N[C@H]1CN(CC1)CC1CCN(CC1)CC1CCN(CC1)C1=C(C=C2CN(C(C2=C1)=O)C1CNCCC1)F)C1=CNC2=CC=CC=C12